BrC1=CC=C(CN(OC)CC2OC2)C=C1 N-(4-bromobenzyl)-O-methyl-N-(oxiran-2-ylmethyl)hydroxylamine